C(C)(C)(C)OC(=O)N1CC2=C(N=C(N=C2)NC2CC3=CC=C(C=C3C2)Br)CC1 2-((5-Bromo-2,3-dihydro-1H-inden-2-yl)amino)-7,8-dihydropyrido[4,3-d]pyrimidine-6(5H)-carboxylic acid tert-butyl ester